2,6-di-butyl-p-cresol C(CCC)C1=CC(=CC(=C1O)CCCC)C